4-(1,2,4-oxadiazol-3-yl)benzoic acid O1N=C(N=C1)C1=CC=C(C(=O)O)C=C1